C(C)(C)(C)OOC1(C(C(CCC1)C)(C)C)OOC(C)(C)C 1,1-di-(t-butylperoxy)trimethylcyclohexane